CC1(OC2C(O1)C=CC=C2)C 2,2-dimethyl-3a,7a-dihydrocyclohexa[1,2-D][1,3]dioxolane